ClC=1C=C2C(=CC1)NC(C21CCN(CC1)C(=O)OC(C)(C)C)=O tert-butyl 5-chloro-2-oxospiro[indoline-3,4'-piperidine]-1'-carboxylate